BrC=1C(=C(C(=O)OC(C)(C)C)C(=CC1)COCC(C)C)O tert-butyl 3-bromo-6-(isobutoxymethyl)-2-hydroxybenzoate